C(=O)(O)CC1=C(C(=O)O)C=C(C(=C1)C(=O)O)CC(=O)O 2,5-dicarboxymethyl-terephthalic acid